C1=CC=CC=2C3=CC=CC=C3N(C12)C1=CC=C(C=C1)C1=C(C(=C(C(=C1C1=CC=CC=C1)C1=CC=CC=C1)C1=CC=C(C=C1)N1C2=CC=CC=C2C=2C=CC=CC12)C1=CC=CC=C1)C1=CC=CC=C1 1,4-bis[4-(N-carbazolyl)phenyl]-2,3,5,6-tetraphenylbenzene